NC=1C2=C(N=CN1)N(C=C2C=2C(=C(C=CC2)NS(=O)(=O)C)F)C N-[3-(4-amino-7-methyl-7H-pyrrolo[2,3-d]pyrimidin-5-yl)-2-fluoro-phenyl]-methanesulfonamide